2-(12-Bromododecyl)isoindoline-1,3-dione BrCCCCCCCCCCCCN1C(C2=CC=CC=C2C1=O)=O